ClC=1C=C(C=CC1)N1C(N(C2(C1=O)CCN(CC2)CC2CCOCC2)CC)=O 3-(3-chlorophenyl)-1-ethyl-8-((tetrahydro-2H-pyran-4-yl)methyl)-1,3,8-triazaspiro[4.5]decane-2,4-dione